C=C(NC1CC1)C(=O)O methylenecyclopropylglycine